(7R,14R)-11-(2-((1r,3R)-1-amino-3-methylcyclobutyl)pyrimidin-5-yl)-1-ethynyl-6-(methyl-d3)-6,7-dihydro-7,14-methanobenzo[f]benzo[4,5]imidazo[1,2-a][1,4]diazocin-5(14H)-one NC1(CC(C1)C)C1=NC=C(C=N1)C1=CC2=C(N=C3N2[C@H]2C4=C(C(N([C@@H]3C2)C([2H])([2H])[2H])=O)C=CC=C4C#C)C=C1